tert-butyl 4-[(3R)-3-benzyloxy-6-oxo-hexyl]-1,4-diazepane-1-carboxylate C(C1=CC=CC=C1)O[C@@H](CCN1CCN(CCC1)C(=O)OC(C)(C)C)CCC=O